4-(bromomethyl)-5-cyclopropyl-3-(2-(trifluoromethoxy)-phenyl)isoxazole BrCC=1C(=NOC1C1CC1)C1=C(C=CC=C1)OC(F)(F)F